C(#N)C(C)(C)OC1=CC=C(C=C1)C1=CC(=NC=C1)N(C(OC(C(F)(F)F)(C)C)=O)CC12CCC(CC1)(CC2)C2=NC(=NO2)C2CC2 1,1,1-trifluoro-2-methylpropan-2-yl (4-(4-((2-cyanopropan-2-yl)oxy)phenyl)pyridin-2-yl)((4-(3-cyclopropyl-1,2,4-oxadiazol-5-yl)bicyclo[2.2.2]octan-1-yl)methyl)carbamate